C(C)(=O)OCCOC1=CC=C(C=C1)C(=O)C1=C(N=C(S1)N(C1=CC=C(C=C1)F)C(C(=O)N)C)N [4-[4-amino-2-(N-(2-amino-1-methyl-2-oxo-ethyl)-4-fluoro-anilino)thiazole-5-carbonyl]phenoxy]ethyl acetate